1,1'-dicyanophenyl-4,4'-bipyridine C(#N)C1(CC=CC=C1)C1=NC=CC(=C1)C1=CCN(C=C1)C#N